FC1(C=2N(CCC(C1)(O)CF)N=C1C2CN([C@@H](C1)C)C(=O)OC(C)(C)C)F (3R)-tert-Butyl 11,11-difluoro-9-(fluoromethyl)-9-hydroxy-3-methyl-3,4,8,9,10,11-hexahydro-1H-pyrido[4',3':3,4]pyrazolo[1,5-a]azepine-2(7H)-carboxylate